1-(3-{[2-(tert-Butoxycarbonyl)-1,2,3,4-tetrahydroisoquinolin-5-yl]oxy}propyl)pyridine C(C)(C)(C)OC(=O)N1CC2=CC=CC(=C2CC1)OCCCN1CC=CC=C1